Methyl-(S,E)-(1-((1-((7-((2,4-difluorobenzyl)oxy)-benzo[d]thiazol-2-yl)methyl)-2-oxo-1,2-dihydropyridin-3-yl)amino)-7-(dimethylamino)-1,7-dioxohept-5-en-2-yl)carbamat COC(N[C@H](C(=O)NC=1C(N(C=CC1)CC=1SC2=C(N1)C=CC=C2OCC2=C(C=C(C=C2)F)F)=O)CC\C=C\C(=O)N(C)C)=O